ClC1=NC=C(C(=C1)C1=CC=2N(C=C1C(=O)O)C(=NC2)C)OC 7-(2-Chloro-5-methoxypyridin-4-yl)-3-methylimidazo[1,5-a]pyridine-6-carboxylic acid